3-(4-Chloro-phenyl)-adamantane-1-carboxylic acid (3-tert-butylaminopropyl)-amide C(C)(C)(C)NCCCNC(=O)C12CC3(CC(CC(C1)C3)C2)C2=CC=C(C=C2)Cl